COC1=CC=C(C=C1)C=CC 1-Methoxy-4-(1-propenyl)-benzene